1,4-bis(3-aminobenzyl)benzene NC=1C=C(CC2=CC=C(C=C2)CC2=CC(=CC=C2)N)C=CC1